The molecule is pentaanion of methylmalonyl-CoA arising from deprotonation of carboxy, phosphate and diphosphate OH groups; major species at pH 7.3. It is a conjugate base of a methylmalonyl-CoA. CC(C(=O)[O-])C(=O)SCCNC(=O)CCNC(=O)[C@@H](C(C)(C)COP(=O)([O-])OP(=O)([O-])OC[C@@H]1[C@H]([C@H]([C@@H](O1)N2C=NC3=C(N=CN=C32)N)O)OP(=O)([O-])[O-])O